sodium (S)-3-(3'-methoxy-6-(trifluoromethoxy)biphenyl-3-yl)-3-(3-(1-methyl-4-oxido-2-oxo-1,2-dihydropyridin-3-yl)ureido)propanoate COC=1C=C(C=CC1)C1=CC(=CC=C1OC(F)(F)F)[C@H](CC(=O)[O-])NC(=O)NC=1C(N(C=CC1[O-])C)=O.[Na+].[Na+]